CC=1N=C2N(C=C(C=C2C)C=2N=C3N(C(N2)=O)C=C(C=C3C)N3C[C@@H](N(CC3)C(=O)OC(C)(C)C)C)C1 tert-butyl (S)-4-(2-(2,8-dimethylimidazo[1,2-a]pyridin-6-yl)-9-methyl-4-oxo-4H-pyrido[1,2-a][1,3,5]triazin-7-yl)-2-methylpiperazine-1-carboxylate